2-(tert-butyl)-5-(3-(trifluoromethoxy)pyridin-2-yl)-1H-imidazole-4-carboxylic acid C(C)(C)(C)C=1NC(=C(N1)C(=O)O)C1=NC=CC=C1OC(F)(F)F